FC(OC1=CC=C2C(=NC=NC2=C1)O[C@@H]1C[C@@H](N(C1)CC1=CN=C(S1)NC(C)=O)C)F N-(5-(((2S,4R)-4-((7-(difluoromethoxy)quinazolin-4-yl)oxy)-2-methylpyrrolidin-1-yl)methyl)thiazol-2-yl)acetamide